2,5-dihydrooxybenzoic acid C1C=C(CC=C1C(=O)O)O